C1(CC1)C(=O)NC1=CC=C(C=N1)C1=CN=C2N1C=C(N=C2C)C(=O)N(C)C2=CC(=C(C=C2)F)OC 3-[6-(cyclopropanecarbonylamino)-3-pyridyl]-N-(4-fluoro-3-methoxy-phenyl)-N,8-dimethyl-imidazo[1,2-a]pyrazine-6-carboxamide